N-[7-methyl-5-(4,4,5,5-tetramethyl-1,3,2-dioxaborolan-2-yl)-1H-indol-3-yl]acetamide CC=1C=C(C=C2C(=CNC12)NC(C)=O)B1OC(C(O1)(C)C)(C)C